ClC=1C=C(C(=O)N[C@@H]2CCO[C@]23O[C@@H]([C@@H]([C@@H]([C@H]3O)N3N=NC(=C3)C3=CC(=C(C(=C3)F)F)F)O)CO)C=CC1 3-chloro-N-((4R,5S,7R,8R,9S,10R)-8,10-dihydroxy-7-(hydroxymethyl)-9-(4-(3,4,5-trifluorophenyl)-1H-1,2,3-triazol-1-yl)-1,6-dioxaspiro[4.5]decan-4-yl)benzamide